C(C)(=O)O[C@H]1[C@H](OC(C)=O)[C@H]([C@@H](OC(C)=O)[C@H](O1)COC(C)=O)N1N=NC(=C1)C=1N=C(SC1)O 1,2,4,6-tetra-O-acetyl-3-deoxy-3-[4-(2-hydroxythiazol-4-yl)-1H-1,2,3-triazol-1-yl]-beta-D-galactopyranose